C1(=CC=CC=C1)C1=C(C(=C(C=C1)C=1[Se]C2=C(C1C1=C(C=CC=C1)C1=CC=CC=C1)C=CC=C2)C2=NN=NC=C2)C2=CC=CC=C2 diphenyltriazinyl[(biphenylyl)benzoselenophenyl]Benzene